Tri-p-cresol phosphite P(O)(O)O.C1=CC(=CC=C1O)C.C1=CC(=CC=C1O)C.C1=CC(=CC=C1O)C